C(=O)O.C(#N)C1=CC=C(C=N1)C1=C(C(=NC=C1C1=C(C=C(C(=C1)O)OC)F)N1CCC(CC1)NCC1=CC=C(C=C1)/C=C/C(=O)NO)F (E)-3-(4-(((1-(6-Cyano-3'-fluoro-5'-(2-fluoro-5-hydroxy-4-methoxyphenyl)-[3,4'-bipyridin]-2'-yl)piperidin-4-yl)amino)methyl)phenyl)-N-hydroxyacrylamide formate